ClC=1N=C(C2=C(N1)C(=C(N=C2)C2=CC(=CC1=CC=CC(=C21)C#C[Si](C(C)C)(C(C)C)C(C)C)OCOC)F)Cl 2,4-dichloro-8-fluoro-7-(3-(methoxymethoxy)-8-((triisopropylsilyl)ethynyl)naphthalen-1-yl)pyrido[4,3-d]Pyrimidine